6-([1,1'-biphenyl]-3-carbonyl)-2-(1-(3-chlorophenyl)cyclopropyl)-3,5,6,7,8,9-hexahydro-4H-pyrimido[5,4-c]azepin-4-one C1(=CC(=CC=C1)C(=O)N1CC2=C(CCC1)N=C(NC2=O)C2(CC2)C2=CC(=CC=C2)Cl)C2=CC=CC=C2